1-ethyl-N-((1S)-((1r,4S)-4-methylcyclohexyl)(6-((3-oxo-2-azabicyclo[3.1.1]heptan-4-yl)methyl)imidazo[1,2-b]pyridazin-2-yl)methyl)-1H-pyrazole-5-carboxamide C(C)N1N=CC=C1C(=O)N[C@H](C=1N=C2N(N=C(C=C2)CC2C(NC3CC2C3)=O)C1)C1CCC(CC1)C